tert-butyl 8-bromo-8-fluoro-2-azabicyclo[5.1.0]octane-2-carboxylate BrC1(C2CCCCN(C12)C(=O)OC(C)(C)C)F